C(C)C1=CC2=C(N=C(O2)B(O)O)C=C1 6-ethylbenzo[d]oxazol-2-ylboronic acid